CC1=C(C(=O)P(C2=CC=CC=C2)(C2=CC=CC=C2)=O)C(=CC(=C1)C)C (2,4,6-trimethylbenzoyl)diphenyl-phosphorus oxide